2-[5-(4-chloroindole-1-sulfonyl)-2-fluoro-4-methoxyphenyl]isoindole-1,3-dione ClC1=C2C=CN(C2=CC=C1)S(=O)(=O)C=1C(=CC(=C(C1)N1C(C2=CC=CC=C2C1=O)=O)F)OC